C1(CC1)C1=C(C=C(C(=C1)CN1CCC2(CN(C(O2)=O)C23CC(C2)(C3)C(=O)NCCOCCO)CC1)OCC)C1=CC=C(C=C1)F 3-(8-((2-cyclopropyl-5-ethoxy-4'-fluoro-[1,1'-biphenyl]-4-yl)methyl)-2-oxo-1-oxa-3,8-diazaspiro[4.5]decan-3-yl)-N-(2-(2-hydroxyethoxy)ethyl)bicyclo[1.1.1]pentane-1-carboxamide